N1(CCC1)C[C@H](C1CC1)N(C(C1=CC(=C(C=C1)C)C)=O)C N-[(1S)-2-(azetidin-1-yl)-1-cyclopropylethyl]-N,3,4-trimethylbenzamide